C(C=C)C(CC=C)(O)C12OCC(C1)(C2)NC(OC(C)(C)C)=O tert-butyl N-[1-(1-allyl-1-hydroxy-but-3-enyl)-2-oxabicyclo[2.1.1]hexan-4-yl]carbamate